COC(C1=CN=C(C=C1)C)=O 6-methyl-nicotinic acid methyl ester